NCCNCCCO[Si](OCC)(OCC)C1=CC=CC=C1 aminoethylaminomethylphenyltriethoxysilane